5-((2-chloro-3-fluorophenyl)(1-(2,2,2-trifluoroethyl)azetidin-3-yl)methoxy)pyrimidine-2-carboxylic acid ClC1=C(C=CC=C1F)C(OC=1C=NC(=NC1)C(=O)O)C1CN(C1)CC(F)(F)F